naphth-2-yl-methyl-1,5-diazabicyclo[4.3.0]nonane C1=C(C=CC2=CC=CC=C12)C1(N2CCCC2NCC1)C